5-benzyl-N-(2-methoxy-[3,4'-bipyridine]-2'-yl)-4H-1,2,4-triazole-3-carboxamide C(C1=CC=CC=C1)C=1NC(=NN1)C(=O)NC1=NC=CC(=C1)C=1C(=NC=CC1)OC